FC(C1=CC=C(C=C1)N1CC(CC2=CC=CC=C12)CC#C[NH-])(F)F N-(1-(4-(trifluoromethyl)phenyl)-1,2,3,4-tetrahydroquinolin-3-yl)propynylamide